Allyl 3-cyano-3-(methoxymethyl)azetidine-1-carboxylate C(#N)C1(CN(C1)C(=O)OCC=C)COC